C1(CCCCC1)CN1C[C@H](C=C2C3=C4C(C[C@@H]12)=CNC4=CC=C3)C(=O)N(CC)CC (6aR,9S)-7-(cyclohexylmethyl)-N,N-diethyl-4,6,6a,7,8,9-hexahydroindolo[4,3-fg]quinoline-9-carboxamide